N=1C=NN2C1C=CC(=C2)C2=CNC=1N=C(N=C(C12)OC)NC1CCC(CC1)(O)C (1r,4r)-4-((5-([1,2,4]triazolo[1,5-a]pyridin-6-yl)-4-methoxy-7H-pyrrolo[2,3-d]pyrimidin-2-yl)amino)-1-methylcyclohexan-1-ol